ClC=1C=2N(C=C(C1)NC(=O)C1=CC=C(C3=CN(N=C13)C)N1CC(CC1)N(C)C)C=C(N2)C N-{8-chloro-2-methylimidazo[1,2-a]pyridin-6-yl}-4-[3-(dimethylamino)pyrrolidin-1-yl]-2-methylindazole-7-carboxamide